ClC1=C(C=2C(=NC=CC2)N1COCC[Si](C)(C)C)C#N chloro-1-((2-(trimethylsilyl)ethoxy)methyl)-1H-pyrrolo[2,3-b]Pyridine-3-Carbonitrile